tert-butyl (trans-3-hydroxytetrahydro-2H-pyran-4-yl)carbamate O[C@@H]1COCC[C@H]1NC(OC(C)(C)C)=O